3-[[(4-fluorophenyl)methyl-[2-(hydroxyamino)-2-oxo-ethyl]amino]methyl]benzoic acid FC1=CC=C(C=C1)CN(CC(=O)NO)CC=1C=C(C(=O)O)C=CC1